C(=O)C1=CC=C(C=C1)C=CC1=CC=NC=C1 4-[2-(4-formylphenyl)vinyl]pyridine